4,4'-bisMethyl-2,2'-bipyridine CC1=CC(=NC=C1)C1=NC=CC(=C1)C